(E)-4-[(4-(3,5-Dimethoxyphenyl)phenoxy)methyl]-1-(4-nitrophenyl)-1H-1,2,3-triazole COC=1C=C(C=C(C1)OC)C1=CC=C(OCC=2N=NN(C2)C2=CC=C(C=C2)[N+](=O)[O-])C=C1